O1C(OCC1)CCO 1,3-dioxolane-2-ethanol